ClC1=C(C=C(C=C1OC)OC)C=1C(=C(C(N(C1)C)=O)C)C1=C(C=C(C=C1)F)Cl 5-(2-chloro-3,5-dimethoxyphenyl)-4-(2-chloro-4-fluorophenyl)-1,3-dimethyl-2(1H)-pyridone